2-Methyl-6-(4,4,5,5-tetramethyl-1,3,2-dioxaborolan-2-yl)oxazolo[4,5-b]pyridine CC=1OC=2C(=NC=C(C2)B2OC(C(O2)(C)C)(C)C)N1